1-(1-(5-cyanopyrimidin-2-yl)piperidin-4-yl)-4-methyl-2,3-dioxo-1,2,3,4-tetrahydroquinoxaline-6-carbonitrile C(#N)C=1C=NC(=NC1)N1CCC(CC1)N1C(C(N(C2=CC(=CC=C12)C#N)C)=O)=O